8-anilinonaphthyl-sulfonic acid N(C1=CC=CC=C1)C=1C=CC=C2C=CC=C(C12)S(=O)(=O)O